CC=1C=C(C=C(C1)C)NC1=NC=CC(=N1)C1=NN(C(=C1)C(=O)N)C 3-{2-[(3,5-dimethylphenyl)amino]pyrimidin-4-yl}-1-methyl-1H-pyrazole-5-carboxamide